NC1=NN2C(C(=CC(=C2)Br)C)=C1C(=O)OC methyl amino-6-bromo-4-methyl-pyrazolo[1,5-a]pyridine-3-carboxylate